C(CCC)N(CCCC)CCCCCC N,N-dibutylhexylamine